FC1(CCN(CC1)CC1=CC=C(C(=O)NC=2C=CC3=C(C(=CO3)C3C(NC(CC3)=O)=O)C2)C=C1)F 4-((4,4-difluoropiperidin-1-yl)methyl)-N-(3-(2,6-dioxopiperidin-3-yl)benzofuran-5-yl)benzamide